6,7-dimethoxy-1-p-methoxyphenyl-dihydroisoquinolin COC=1C=C2C=CNC(C2=CC1OC)C1=CC=C(C=C1)OC